CC(C)(C)S(=O)N[C@H]1CCN(C2=C(C=CC=C12)C)S(=O)(=O)C1=C(C=C(C=C1)C=1C=NN(C1)C)C |r| 2-methyl-N-[rac-(4S)-8-methyl-1-[2-methyl-4-(1-methylpyrazol-4-yl)phenyl]sulfonyl-3,4-dihydro-2H-quinolin-4-yl]propane-2-sulfinamide